IC1=CC2=C(N=CN=C2N)N1C 6-iodo-7-methyl-7H-pyrrolo[2,3-d]Pyrimidin-4-amine